N-[(5R)-1-amino-3-methyl-5H,6H,7H-cyclopenta[c]pyridin-5-yl]-1-[(2-{6,6-difluoro-3-azabicyclo[3.1.0]hex-3-yl}-4-methylpyrimidin-5-yl)methyl]-1H-1,2,3-triazole-4-carboxamide NC1=NC(=CC2=C1CC[C@H]2NC(=O)C=2N=NN(C2)CC=2C(=NC(=NC2)N2CC1C(C1C2)(F)F)C)C